O[C@H](C(=O)N[C@H]1CN(C[C@H](C1)C)C1=C2C=CC=NC2=C(C=C1)OC)C(C)C (2S)-2-hydroxy-N-[(3R,5S)-1-(8-methoxyquinolin-5-yl)-5-methylpiperidin-3-yl]-3-methylbutanamide